Ethyl 2-acetoxy-3-(2-(benzyloxy)-5-((tert-butyldimethylsilyl)oxy)phenyl)propanoate C(C)(=O)OC(C(=O)OCC)CC1=C(C=CC(=C1)O[Si](C)(C)C(C)(C)C)OCC1=CC=CC=C1